FC(C=1C=C(C=CC1)S(=O)(=O)CC=O)(F)F 2-((3-(trifluoromethyl)phenyl)sulfonyl)ethan-1-one